racemic-((5R,9S)-3-(3-Chlorophenyl)-2-methyl-4,5,6,7,8,9-hexahydro-2H-5,9-epiminocycloocta[c]pyrazol-10-yl)(quinolin-6-yl)methanone ClC=1C=C(C=CC1)C1=C2C(=NN1C)[C@@H]1CCC[C@H](C2)N1C(=O)C=1C=C2C=CC=NC2=CC1 |r|